5-Methyl-1-(1-methyl-1H-pyrazol-4-yl)-6-(4,4,5,5-tetramethyl-1,3,2-dioxaborolan-2-yl)-1H-indazole CC=1C=C2C=NN(C2=CC1B1OC(C(O1)(C)C)(C)C)C=1C=NN(C1)C